N1(N=NC2=C1C=CC=C2)C(CCC=C)=O 1-(1H-benzotriazol-1-yl)-4-penten-1-one